methyl 5-(chlorosulfonyl)-2-methylfuran-3-carboxylate ClS(=O)(=O)C1=CC(=C(O1)C)C(=O)OC